N,N-bis(2-hydroxyethyl)-4-i-propylaniline OCCN(C1=CC=C(C=C1)C(C)C)CCO